methyl 2-amino-4,6-dichloro-pyridine-3-carboxylate NC1=NC(=CC(=C1C(=O)OC)Cl)Cl